2-[[5-(4-chlorophenyl)-3-methyl-triazol-4-yl]methyl]-5-(3-ethoxyazetidin-1-yl)pyridazin-3-one ClC1=CC=C(C=C1)C1=C(N(N=N1)C)CN1N=CC(=CC1=O)N1CC(C1)OCC